OC(CC1=CC=C(C=C1)/C=C/C=O)(C)C (E)-3-(4-(2-hydroxy-2-methylpropyl)phenyl)acrylaldehyde